ONC(=O)/C=C/C1=C(C=CC=C1)N1CC(CC1)NC(C1=CC=CC=C1)=O N-(1-{2-[(1E)-2-(hydroxycarbamoyl)eth-1-en-1-yl]phenyl}pyrrolidin-3-yl)benzamide